C1(CC1)C1N(CCOC1)C1=CC(=CC(N1)=O)C1=CC(=NC=C1)NC1=NC(=NC=C1)C 6-(3-cyclopropylmorpholin-4-yl)-4-[2-[(2-methylpyrimidin-4-yl)amino]-4-pyridyl]-1H-pyridin-2-one